CN1N=CC(=C1)C1=NC=2C(=NC=CC2N2C[C@@H]3CCC(C2)N3C3CC(C3)C#N)N1 (1S,3s)-3-(3-(2-(1-methyl-1H-pyrazol-4-yl)-3H-imidazo[4,5-b]pyridin-7-yl)-3,8-diazabicyclo[3.2.1]octan-8-yl)cyclobutane-1-carbonitrile